Methyl 2-[4-isopropyl-2-(methylamino)-7-oxo-thieno[2,3-d]pyridazin-6-yl]acetate C(C)(C)C=1C2=C(C(N(N1)CC(=O)OC)=O)SC(=C2)NC